2-(chloromethyl)-2-methyl-epoxyethane ClCC1(CO1)C